Cl.CC1=C(C=C(C=C1)NC(C1=NC=CC(=C1)C(F)(F)F)=O)C1=CC2=C(N=C(N=C2)NC2=CC(=NS2)C)N2C1=NCC2 N-(4-methyl-3-(2-((3-methylisothiazol-5-yl)amino)-8,9-dihydroimidazo[1',2':1,6]pyrido[2,3-d]pyrimidin-6-yl)phenyl)-4-(trifluoromethyl)picolinamide hydrochloride